FC=1C=CC=C2/C(/C(NC12)=O)=C/1\C(N(/C(/S1)=N/C1=CC=C(C=C1)S(=O)(=O)N)C1=CC=CC=C1)=O 4-(((Z)-5-((Z)-7-fluoro-2-oxoindoline-3-ylidene)-4-oxo-3-phenylthiazolidin-2-ylidene)amino)benzenesulphonamide